1-methyl-4-(4-piperidinyl)-piperazine CN1CCN(CC1)C1CCNCC1